5-Methoxy-3-methyl-1-(pyridin-3-yl)-1H-benzo[g]indazole COC=1C=C2C(=NN(C2=C2C1C=CC=C2)C=2C=NC=CC2)C